C(N)(OCC1=CC(=C(C=C1[N+](=O)[O-])OC)OC)=O 3,4-dimethoxy-6-nitrobenzyl carbamate